C(C1=CC=CC=C1)N1C[C@H]2N(CC3=CC(=C(C=C23)F)Br)[C@@H](C1)C (4R,10bS)-2-benzyl-8-bromo-9-fluoro-4-methyl-3,4,6,10b-tetrahydro-1H-pyrazino[2,1-a]isoindole